(E)-N-(2-bromo-4-pyridyl)but-2-enamide BrC1=NC=CC(=C1)NC(\C=C\C)=O